tert-butyl 6-((3-(dimethylamino)-4-(piperidin-1-yl)phenyl)amino)-2-methyl-3-oxo-2,3-dihydro-1H-indazole-1-carboxylate CN(C=1C=C(C=CC1N1CCCCC1)NC1=CC=C2C(N(N(C2=C1)C(=O)OC(C)(C)C)C)=O)C